sodium Valinate N[C@@H](C(C)C)C(=O)[O-].[Na+]